N1N=CC(=C1)C1=CN=C2C(NC=NN21)=O 7-(1H-pyrazol-4-yl)imidazo[2,1-f][1,2,4]triazin-4(3H)-one